C[C@]12CC(C[C@](CC1)(N2)C)N(C=2SC=1N=C(SC1N2)C2=NC=C(N=C2)N2C=NC(=C2)C)C N-[(1R,3s,5S)-1,5-Dimethyl-8-azabicyclo[3.2.1]octan-3-yl]-N-methyl-5-[5-(4-methyl-1H-imidazol-1-yl)pyrazin-2-yl][1,3]thiazolo[5,4-d][1,3]thiazol-2-amin